4-[(4-methoxyphenyl)methoxy]-N-(2,2,2-trifluoroethyl)naphthalene-1-carboxamide COC1=CC=C(C=C1)COC1=CC=C(C2=CC=CC=C12)C(=O)NCC(F)(F)F